(5-(2-(trifluoromethyl)pyridin-4-yl)-1,2,3,4-tetrahydronaphthalen-1-yl)methanamine FC(C1=NC=CC(=C1)C1=C2CCCC(C2=CC=C1)CN)(F)F